dimethylsilyl-tertiary butylamine C[SiH](C)NC(C)(C)C